4-({4-[6-(2,3-dihydro-benzo[1,4]dioxin-5-yl)-2-methoxy-pyridin-3-ylamino]-benzoylamino}-methyl)-piperidine-1-carboxylic acid tert-butyl ester C(C)(C)(C)OC(=O)N1CCC(CC1)CNC(C1=CC=C(C=C1)NC=1C(=NC(=CC1)C1=CC=CC=2OCCOC21)OC)=O